(2S,4R)-4-fluoro-N-[(S)-[3-fluoro-4-(propan-2-yl)phenyl](phenyl)methyl]-1-{2-[4-(piperazin-1-yl)-1H-1,2,3-triazol-1-yl]acetyl}pyrrolidine-2-carboxamide F[C@@H]1C[C@H](N(C1)C(CN1N=NC(=C1)N1CCNCC1)=O)C(=O)N[C@@H](C1=CC=CC=C1)C1=CC(=C(C=C1)C(C)C)F